C(CCC(C)C)(=O)OCCC n-propyl isohexanoate